methyl-(R)-4-((4-cyclohexylphenyl)amino)-2-(2-methylmorpholino)pyrido[2,3-d]pyrimidine CC1=CC=NC=2N=C(N=C(C21)NC2=CC=C(C=C2)C2CCCCC2)N2C[C@H](OCC2)C